N-(2-fluorophenyl)-N-methyl-6-(3-(oxazol-5-ylmethyl)ureido)hex-anamide FC1=C(C=CC=C1)N(C(CCCCCNC(=O)NCC1=CN=CO1)=O)C